(1,3-dimethyl-1H-pyrazol-5-yl)boronic acid CN1N=C(C=C1B(O)O)C